C1=CC=CC=2C3=CC=CC=C3N(C12)CCC1=NN=C(O1)SCC(=O)NC1=CC=C(C=C1)F 2-((5-(2-(9H-carbazol-9-yl)ethyl)-1,3,4-oxadiazol-2-yl)thio)-N-(4-fluorophenyl)acetamide